FC1(CCN(CC1)C1CC2(CN(C2)C(=O)OCC)CC1)C1=NC=C(C=C1C=1C=NN(C1)C)F ethyl 6-[4-fluoro-4-[5-fluoro-3-(1-methyl pyrazol-4-yl)-2-pyridyl]-1-piperidyl]-2-azaspiro[3.4]octane-2-carboxylate